C1(CC(C(CC1)C(C)C)CC(CO)O)C 3-menthylpropane-1,2-diol